NC1=C(C=CC(=C1)NCC1=CC=C(C=C1)O)NC(CCC#C)=O N-(2-Amino-4-((4-hydroxybenzyl)amino)phenyl)pent-4-ynamid